COC=1C=C(C=O)C(=CN1)OCC=1C=NC=C(C1)C=1C=NN(C1)C 2-methoxy-5-((5-(1-methyl-1H-pyrazol-4-yl)pyridin-3-yl)methoxy)isonicotinaldehyde